C(C)(C)(C)OC(=O)N(C(OC(C)(C)C)=O)C1=NC(=C(C=C1F)B1OC(C(O1)(C)C)(C)C)F tert-butyl (tert-butoxycarbonyl)(3,6-difluoro-5-(4,4,5,5-tetramethyl-1,3,2-dioxaborolan-2-yl)pyridin-2-yl)carbamate